4-{[3-(4-{[1-(2,3-dihydroxypropyl)piperidin-4-yl]amino}-1-(2,2,2-trifluoroethyl)-1H-indol-2-yl)prop-2-yn-1-yl]amino}-3-methoxy-N-methylbenzamide OC(CN1CCC(CC1)NC1=C2C=C(N(C2=CC=C1)CC(F)(F)F)C#CCNC1=C(C=C(C(=O)NC)C=C1)OC)CO